C[C@@H]1C=2N(CCN1C(=O)OC(C)(C)C)N=C(C2)C2=CC=C(C=C2)C(F)(F)F |r| tert-butyl (4RS)-4-methyl-2-[4-(trifluoromethyl)phenyl]-6,7-dihydropyrazolo[1,5-a]pyrazine-5(4H)-carboxylate